O(C1=CC=CC=C1)NP(=O)(N)N (phenoxy)phosphoramide